(3R)-7-[[4-cyclopentyl-3-(trifluoromethyl)phenyl]methoxy]-1,2,3,4-tetrahydrocyclopenta[b]indole-3-acetic acid C1(CCCC1)C1=C(C=C(C=C1)COC1=CC=2C3=C(NC2C=C1)[C@H](CC3)CC(=O)O)C(F)(F)F